2,4-dimethylpiperazin-1-carboxylat CC1N(CCN(C1)C)C(=O)[O-]